3',5-di-2-propenyl-1,1'-biphenyl C(C=C)C=1C=C(C=CC1)C1=CC=CC(=C1)CC=C